1-[(2,4-Dimethoxyphenyl)methyl]-5-oxopyrrolidine-3-carbaldehyde COC1=C(C=CC(=C1)OC)CN1CC(CC1=O)C=O